2,6-bis(3-sulfanylpropionamido)hexanamide formate C(=O)O.SCCC(=O)NC(C(=O)N)CCCCNC(CCS)=O